2,4,6-trichloro-N-methylpyrimidin-5-amine ClC1=NC(=C(C(=N1)Cl)NC)Cl